C(C1=CC=CC=C1)OC1=CC=C(C=C1)C[C@@H]([C@@H](CNCC(C)C)O)NC(OC(C)(C)C)=O tert-butyl ((2S,3R)-1-(4-(benzyloxy)phenyl)-3-hydroxy-4-(isobutylamino)butan-2-yl)carbamate